2-[4-methyl-3-(1-methyl-2-oxo-ethyl)phenyl]acetic acid CC1=C(C=C(C=C1)CC(=O)O)C(C=O)C